Cl.C1(CC1)[C@H](N)C1=NC=CC(=C1)OC (S)-cyclopropyl-(4-methoxypyridin-2-yl)methanamine hydrochloride